2-fluoro-3',5'-dimethyl-1,1'-biphenyl FC1=C(C=CC=C1)C1=CC(=CC(=C1)C)C